N-methyl-N-[3-({[2-{[4-(pyrrolidin-1-ylcarbonyl)phenyl]amino}-5-(trifluoromethyl)pyrimidin-4-yl]amino}methyl)pyridin-2-yl]methanesulfonamide CN(S(=O)(=O)C)C1=NC=CC=C1CNC1=NC(=NC=C1C(F)(F)F)NC1=CC=C(C=C1)C(=O)N1CCCC1